6,9-difluoro-1,3,4,5-tetrahydropyrido[4,3-b]indol FC1=CC=C(C=2C3=C(NC12)CCNC3)F